tert-butyl (R)-((8-(6-(trifluoromethyl)pyridin-3-yl)chroman-4-yl)methyl)carbamate FC(C1=CC=C(C=N1)C=1C=CC=C2[C@@H](CCOC12)CNC(OC(C)(C)C)=O)(F)F